thieno[2,3-d]pyrimidine-6-carboxamide N1=CN=CC2=C1SC(=C2)C(=O)N